C12C3C(C(C3C(C(C1C(=O)O)C(=O)O)C2)C(=O)O)C(=O)O tricyclo[4.2.1.0<2,5>]nonane-3,4,7,8-tetracarboxylic acid